(cis)-tert-butyl 1-(2-((1-(tert-butoxy)-2-methyl-1-oxoprop-2-yl) oxy) ethyl)-6,6-difluoro-2-methylhexahydropyrrolo[3,2-c]pyrazole-4(2H)-carboxylate C(C)(C)(C)OC(C(C)(C)OCCN1N(C[C@H]2[C@@H]1C(CN2C(=O)OC(C)(C)C)(F)F)C)=O